CN1C(=NC=C1)CN1C(C2=C(C=3C=CC=NC13)CCN(C2)C(=O)OC(C)(C)C)=O tert-butyl 6-((1-methyl-1H-imidazol-2-yl)methyl)-5-oxo-1,4,5,6-tetrahydropyrido[3,4-c][1,8]naphthyridine-3(2H)-carboxylate